FC(CN1N=CC=2C1=NC(=CN2)N2[C@@H](CC[C@@H](C2)COC2=NC=CC=C2C(F)(F)F)C)F 1-(2,2-Difluoroethyl)-6-((2R,5S)-2-methyl-5-(((3-(trifluoromethyl)pyridin-2-yl)oxy)methyl)piperidin-1-yl)-1H-pyrazolo[3,4-b]pyrazine